3-{4-[(1,1-dioxidothiomorpholin-4-yl)methyl]phenyl}-2,3-dihydro[1,4]dioxino[2,3-b]pyridine O=S1(CCN(CC1)CC1=CC=C(C=C1)C1COC=2C(=NC=CC2)O1)=O